COC=1C(=CC=2C(C=3C(=NC(=C(N3)C#N)C#N)C2C1)=O)OC 6,7-Dimethoxy-9-oxo-9H-indeno[1,2-b]pyrazine-2,3-dicarbonitrile